3-mercaptopropyl-methoxyethoxypropoxysilane SCCC[SiH2]OCCCOCCOC